4-(3-isopropyl-2-(8-methyl-[1,2,4]triazolo[1,5-a]pyridin-6-yl)-1H-indol-5-yl)-N-(1-isopropylpiperidin-4-yl)cyclohexane-1-carboxamide C(C)(C)C1=C(NC2=CC=C(C=C12)C1CCC(CC1)C(=O)NC1CCN(CC1)C(C)C)C=1C=C(C=2N(C1)N=CN2)C